OB1OC2=C(CC1)C=CC(=C2)OC2CN(C2)C(CC2=CC=C(C=C2)O)=O 2-hydroxy-7-({1-[(4-hydroxyphenyl)acetyl]azetidin-3-yl}oxy)-3,4-dihydro-2H-1,2-benzoxaborinine